4'-(alpha-L-Rhamnopyranosyloxy)-2'-hydroxy-4-methoxy-trans-chalcone [C@@H]1([C@H](O)[C@H](O)[C@@H](O)[C@@H](O1)C)OC1=CC(=C(C(/C=C/C2=CC=C(C=C2)OC)=O)C=C1)O